7-(Dibenzylamino)-2'-(methylthio)-4'-(1,4-oxazepan-4-yl)-3,4,5',8'-tetrahydro-2H-spiro[naphthalene-1,7'-pyrano[4,3-d]pyrimidine]-8-carbonitrile Copper (I) cyanide [Cu]C#N.C(C1=CC=CC=C1)N(C1=CC=C2CCCC3(CC=4N=C(N=C(C4CO3)N3CCOCCC3)SC)C2=C1C#N)CC1=CC=CC=C1